CN1CN(C=C1)CCC 1-methyl-3-propyl-1H-imidazole